1-(4-chlorobenzyl)-N3-(pyridin-2-yl)-1H-1,2,4-triazole-3,5-diamine ClC1=CC=C(CN2N=C(N=C2N)NC2=NC=CC=C2)C=C1